C(C)N(CC(C)O)CC1=CC=NC=C1 1-[ethyl-(pyridin-4-ylmethyl)amino]propan-2-ol